C[C@@H]1N([C@H](CNC1)C)C=1SC(=C(N1)C=1C(=C(C=CC1)NS(=O)(=O)C1=C(C=CC=C1F)F)F)C1=NC(=NC=C1)NC1CC2(CS(C2)(=O)=O)C1 N-(3-(2-((2S,6S)-2,6-dimethylpiperazin-1-yl)-5-(2-((2,2-dioxido-2-thiaspiro[3.3]heptan-6-yl)amino)pyrimidin-4-yl)thiazol-4-yl)-2-fluorophenyl)-2,6-difluorobenzenesulfonamide